C(CCCCCCC\C=C/C\C=C/CCCCC)(=O)OCC(COC(CC12CC3CC(CC(C1)C3)C2)=O)COC(=O)OC2CN(CCC2)CC 3-(2-((3r,5r,7r)-adamantan-1-yl)acetoxy)-2-(((((1-ethylpiperidin-3-yl)oxy)carbonyl)oxy)methyl)propyl (9Z,12Z)-octadeca-9,12-dienoate